Cl.NCCC#CC1=C2CN(C(C2=CC=C1)=O)C1C(NC(CC1)=O)=O 3-(4-(4-aminobut-1-yn-1-yl)-1-oxoisoindolin-2-yl)piperidine-2,6-dione hydrochloride